BrC=1C=C(C=CC1)C1=C(C=CC(=C1)N1C2=CC=CC=C2C=2C=CC=CC12)N1C2=CC=CC=C2C=2C=CC=CC12 9,9'-(3'-bromo-[1,1'-biphenyl]-2,5-diyl)bis(9H-carbazole)